C(C1=CC=CC=C1)OC(N(CC(C1=CC=CC=C1)=O)CC(C)(C)NC(=O)OC(C)(C)C)=O N-[2-(tert-Butoxycarbonylamino)-2-methylpropyl]-N-benzoylmethylcarbamic acid benzyl ester